NC=1C=C(CNC2=NN(C(=C2)C2=CC(=C(C#N)C=C2)F)C2=CC=C(C=C2)OC)C=CC1 4-(3-((3-aminobenzyl)amino)-1-(4-methoxyphenyl)-1H-pyrazol-5-yl)-2-fluorobenzonitrile